1-((R)-3-cyclohexyl-2-(4-(2-hydroxypropan-2-yl)benzamido)propanoyl)-4-(5-(2-hydroxypropan-2-yl)-1H-1,2,3-triazol-1-yl)pyrrolidine-2-carboxamide C1(CCCCC1)C[C@H](C(=O)N1C(CC(C1)N1N=NC=C1C(C)(C)O)C(=O)N)NC(C1=CC=C(C=C1)C(C)(C)O)=O